[C-]#N.C(CCCCC)[NH+]1C(CCCC1)CCCC hexyl-2-butylpiperidinium cyanide